2-(tributylstannyl)-5-(trifluoromethyl)pyridine C(CCC)[Sn](C1=NC=C(C=C1)C(F)(F)F)(CCCC)CCCC